NC1=NC=CC(=C1)CC(=O)NC(C(=O)NC1=CC=C2C(=C1)NC(C21CCOCC1)=O)C1CCCCCCC1 2-{[2-(2-aminopyridin-4-yl)acetyl]amino}-2-cyclooctyl-N-(2-oxospiro[indolin-3,4'-tetrahydropyran]-6-yl)acetamide